2,2'-[(7-benzyl-1,4,7-triazacyclononane-1,4-diyl)bis(methylene)]bis[6-(aminomethyl)-4-methylphenol] C(C1=CC=CC=C1)N1CCN(CCN(CC1)CC1=C(C(=CC(=C1)C)CN)O)CC1=C(C(=CC(=C1)C)CN)O